ClC1=C(C=CC=C1)[C@@H](C)OC(=O)NC1=C(N=NN1C)C1CCN(CC1)C1=CC=C(C=C1)C1(CC1)C(=O)O 1-(4-{4-[5-({[(1R)-1-(2-chlorophenyl)ethoxy]carbonyl}amino)-1-methyl-1H-1,2,3-triazol-4-yl]piperidin-1-yl}phenyl)cyclopropane-1-carboxylic acid